6-chloro-1-methyl-pyridin-2-one ClC1=CC=CC(N1C)=O